OC1=C2CCC(OC2=CC(=C1C(C)=O)O)(C)C 5,7-dihydroxy-2,2-dimethyl-6-acetyl-chroman